C(C)(C)(C)OC(=O)N(C(OC(C)(C)C)=O)C1=NC=C(C=N1)[C@H]1C[C@H](CC1)OC1=NSC=C1C1CC1 |r| rac-tert-butyl (tert-butoxycarbonyl)(5-((1R,3S)-3-((4-cyclopropylisothiazol-3-yl)oxy)cyclopentyl)pyrimidin-2-yl)carbamate